4-fluoro-3-(pyrrolidin-1-ylmethyl)benzaldehyde FC1=C(C=C(C=O)C=C1)CN1CCCC1